1,2,6-tris(2-cyanoethoxy)hexan C(#N)CCOCC(CCCCOCCC#N)OCCC#N